tert-butyl N-[1-[7-[(6-bromo-8-methyl-imidazo[1,2-a]pyrazin-2-yl)carbamoyl]-6-fluoro-2-methyl-indazol-4-yl]-4-piperidyl]-N-cyclopropyl-carbamate BrC=1N=C(C=2N(C1)C=C(N2)NC(=O)C2=C(C=C(C1=CN(N=C21)C)N2CCC(CC2)N(C(OC(C)(C)C)=O)C2CC2)F)C